7-chloro-N-(1-cyanocyclopropyl)-3-[5-(difluoromethyl)-1,3,4-thiadiazol-2-yl]pyrazolo[1,5-a]pyridine-5-sulfonamide ClC1=CC(=CC=2N1N=CC2C=2SC(=NN2)C(F)F)S(=O)(=O)NC2(CC2)C#N